C12(CC3CC(CC(C1)C3)C2)NCCCCCCCCC=2C=CC=C3C(N(C(=NC23)C(F)(F)F)C2C(NC(CC2)=O)=O)=O 3-(8-(8-(((3s,5s,7s)-adamantan-1-yl)amino)octyl)-4-oxo-2-(trifluoromethyl)quinazoline-3(4H)-yl)piperidine-2,6-dione